6-[[2-(2,6-dioxo-3-piperidinyl)-3-oxo-isoindolin-5-yl]amino]pyridazine-3-carbonitrile O=C1NC(CCC1N1CC2=CC=C(C=C2C1=O)NC1=CC=C(N=N1)C#N)=O